C1(=CC=C(C=C1)CCNC1=CC=CC(=N1)S(=O)(=O)NC(=O)C=1C(=NC=CC1)N1C(CC(C1)C)(C)C)C N-[[6-[2-(p-Tolyl)ethylamino]-2-pyridyl]sulfonyl]-2-(2,2,4-trimethylpyrrolidin-1-yl)pyridin-3-carboxamid